3-((3-(2-aminopyrimidin-5-yl)-5-morpholinophenyl)sulfonyl)-N-(methoxymethyl)azetidine-1-carboxamide NC1=NC=C(C=N1)C=1C=C(C=C(C1)N1CCOCC1)S(=O)(=O)C1CN(C1)C(=O)NCOC